7-[1-(2,2-difluoroethyl)-1H-pyrazolo[3,4-b]pyrazin-6-yl]-2-phenyl-2,7-diazaspiro[3.5]nonane FC(CN1N=CC=2C1=NC(=CN2)N2CCC1(CN(C1)C1=CC=CC=C1)CC2)F